C1(CCC1)C1CCC1 cyclobutyl-(cyclobutane)